C1(CC1)[Si](OC)(OC)C1CC1 Dicyclopropyldimethoxysilane